FC1=C(C(=CC=C1)C)C=1C=C2C=NC=NC2=C(C1)NC1CCN(CC1)C(=O)OC(C)(C)C tert-butyl 4-[[6-(2-fluoro-6-methyl-phenyl)quinazolin-8-yl]amino]piperidine-1-carboxylate